C1(=C(C=CC=C1)N=CC=C(C(F)(F)F)O)N=CC=C(C(F)(F)F)O 4,4'-(1,2-Phenylenbis(azanylyliden))bis(1,1,1-trifluorobut-2-en-2-ol)